C(C=C)(=O)OCCC(C(=O)O)(CC(=O)O)CCOC1=CC=C(C=C1)C(C1=CC=CC=C1)=O 2-acryloyloxyethyl-(2-(4-benzoyl-phenoxy)ethyl)succinic acid